4-((1'S,5'S)-5'-(tert-butyl)-2'-methylenecyclohexyl)butan-2-one C(C)(C)(C)C1CCC(C(C1)CCC(C)=O)=C